7-(3-Hydroxy-3-methylcyclobutyl)-2-(2-phenylquinolin-7-yl)pyrazolo[1,5-a]pyrimidine-3-carboxamide OC1(CC(C1)C1=CC=NC=2N1N=C(C2C(=O)N)C2=CC=C1C=CC(=NC1=C2)C2=CC=CC=C2)C